C12CN(CC(CC1)N2)C=2OC1=C(N2)C=C(C=C1C=1SC=CN1)C(C)OC 2-(3,8-diazabicyclo[3.2.1]octan-3-yl)-5-(1-methoxyethyl)-7-(thiazol-2-yl)benzo[d]oxazole